N-methyl-γ-aminopropyl-methyldimethoxysilane CNCCC[Si](OC)(OC)C